FC(C1=CC2=C(SC(=C2)C(=O)OCC)C=C1)(F)F ethyl 5-trifluoromethylbenzo[b]thiophene-2-carboxylate